S1C=C(C=C1)C[C@H](N)C(=O)O β-3-thienylalanine